C(C)N1C[C@@H](CCC1)NC=1OC=2C(=NC(=CC2)C2=C(C=C(C=C2OC)C(F)(F)F)O)N1 2-[2-[[(3R)-1-Ethyl-3-piperidyl]amino]oxazolo[4,5-b]pyridin-5-yl]-3-methoxy-5-(trifluoromethyl)phenol